N[C@@H]1C[C@@H](CC1)C(=O)NCCCNC(C1=C(C=C(C=C1)NC=1C=2N(C=CN1)C(=CN2)C=2C(=NN(C2)CC(F)F)C(F)(F)F)CC)=O N-(3-((1R,3S)-3-aminocyclopentane-1-carboxamido)propyl)-4-((3-(1-(2,2-difluoroethyl)-3-(trifluoromethyl)-1H-pyrazol-4-yl)imidazo[1,2-a]pyrazin-8-yl)amino)-2-ethylbenzamide